(S)-N-((S)-1-(5-(4-methoxyquinolin-2-yl)-1H-imidazol-2-yl)-7-oxononyl)-6-methyl-6-azaspiro[2.5]octane-1-carboxamide COC1=CC(=NC2=CC=CC=C12)C1=CN=C(N1)[C@H](CCCCCC(CC)=O)NC(=O)[C@H]1CC12CCN(CC2)C